4-(2-((2-(2-(2-aminoethoxy)ethyl)(ethyl)amino)ethoxy)phenoxy)-6-(4-(methylsulfonyl)phenyl)naphthalen-2-ol hydrochloride Cl.NCCOCCCCNCCOC1=C(OC2=CC(=CC3=CC=C(C=C23)C2=CC=C(C=C2)S(=O)(=O)C)O)C=CC=C1